N1=CC(=CC2=CC=CC=C12)C1=CC=C(OC2CN(C2)C(=O)OC(C)(C)C)C=C1 tert-Butyl 3-(4-(quinolin-3-yl)phenoxy)azetidine-1-carboxylate